2-(bromomethyl)-6-(((tert-butyldimethylsilyl)oxy)methyl)pyridine BrCC1=NC(=CC=C1)CO[Si](C)(C)C(C)(C)C